C1C/C=C\C=C/CC1 CYCLOOCTADIENE